bis(beta-acetylethyl)tin C(C)(=O)CC[Sn]CCC(C)=O